6-(4-chlorophenyl)-2-(3-fluorophenyl)-N-[(3S)-3-hydroxybutyl]-3-oxo-2,3-dihydropyridazine-4-carboxamide ClC1=CC=C(C=C1)C=1C=C(C(N(N1)C1=CC(=CC=C1)F)=O)C(=O)NCC[C@H](C)O